(1-(4-Chloro-3-(2,4-dioxotetrahydropyrimidin-1(2H)-yl)benzoyl)piperidin-4-yl)methan ClC1=C(C=C(C(=O)N2CCC(CC2)C)C=C1)N1C(NC(CC1)=O)=O